NC=1SC=C(N1)C1=C(C=C2CC(N3C(C2=C1)=CC(C(=C3)C(=O)O)=O)C(C)C)OCCCOC 10-(2-aminothiazol-4-yl)-6-isopropyl-9-(3-methoxypropoxy)-2-oxo-6,7-dihydro-2H-pyrido[2,1-a]isoquinoline-3-carboxylic acid